3-(2-(4-nitrobenzoyl)-1,2,3,4-tetrahydroisoquinolin-5-yl)3-phenylpropionic acid ethyl ester C(C)OC(CC(C1=CC=CC=C1)C1=C2CCN(CC2=CC=C1)C(C1=CC=C(C=C1)[N+](=O)[O-])=O)=O